C1=CC=CC=2C3=CC=CC=C3C(C12)COC(=O)NN1C(CCC1)C(=O)O ((((9H-fluoren-9-yl)methoxy)carbonyl)amino)pyrrolidine-2-carboxylic acid